(R)-1-(((1-(4-chlorophenyl)-7-fluoro-2-((5-fluoropyridin-2-yl)methyl)-5-(1-methyl-1H-pyrazole-4-carbonyl)-3-oxoisoindolin-1-yl)oxy)methyl)cyclopropanecarboxamide ClC1=CC=C(C=C1)[C@@]1(N(C(C2=CC(=CC(=C12)F)C(=O)C=1C=NN(C1)C)=O)CC1=NC=C(C=C1)F)OCC1(CC1)C(=O)N